COCOC1=CC=C(OC2=CC=C(C=N2)S(=O)(=O)N2[C@H]([C@@H]3CC[C@H](C2)N3C(=O)OCCOC)C(=O)OCC)C=C1 2-ethyl 8-(2-methoxyethyl) (1S,2R,5R)-3-((6-(4-(methoxymethoxy)phenoxy)pyridin-3-yl)sulfonyl)-3,8-diazabicyclo[3.2.1]octane-2,8-dicarboxylate